C1(C=CC(N1CCCOC=1C=C(C=CC1Br)N1C(=NOC1)C1=NC=C(C=N1)OC)=O)=O 4-(3-(3-maleimidopropoxy)-4-bromophenyl)-3-(5-methoxy-2-pyrimidinyl)-1,2,4-oxadiazole